C(C)(=O)NC1=NC=CC(=C1)C1=C(N=C(N1COCC[Si](C)(C)C)SC)C1=C(C=CC=C1)NC(C1=C(C=CC=C1F)F)=O N-(2-(5-(2-acetamidopyridin-4-yl)-2-(methylthio)-1-((2-(trimethylsilyl)ethoxy)methyl)-1H-imidazol-4-yl)phenyl)-2,6-difluorobenzamide